Sodium manganese pyrophosphate phosphate P(=O)([O-])([O-])[O-].OP(O)(=O)OP(=O)(O)O.[Mn+2].[Na+]